4-methoxy-3-nitrobenzoic acid COC1=C(C=C(C(=O)O)C=C1)[N+](=O)[O-]